NC1=CC(=C(C(=O)NC2=NC(=NC(=C2)C)N2C[C@H](OCC2)C)C=C1F)N1CCC2(CC2)CC1 (R)-4-Amino-5-fluoro-N-(6-methyl-2-(2-methylmorpholino)pyrimidin-4-yl)-2-(6-azaspiro[2.5]octan-6-yl)benzamide